N-methylphenyl-[14C]Formamide CN([14CH]=O)C1=CC=CC=C1